N-(6-chlorotetralin-1-yl)-4-(methylsulfonylamino)benzamide ClC=1C=C2CCCC(C2=CC1)NC(C1=CC=C(C=C1)NS(=O)(=O)C)=O